[Cl-].[Cl-].[Cl-].C1(=O)OCC2=CC=CC=C12 phthalide trichloride